N-(3-Cyano-5-(cyclohexylmethyl)-4,5,6,7-tetrahydrothieno[3,2-c]pyridin-2-yl)-2-(3-methoxy-4-sulfamoylphenyl)-N-methylacetamid C(#N)C1=C(SC2=C1CN(CC2)CC2CCCCC2)N(C(CC2=CC(=C(C=C2)S(N)(=O)=O)OC)=O)C